N-(1-(4-fluorophenyl)ethyl)spiro[cyclopropane-1,3'-pyrrolo[3,2-b]pyridine]-1'(2'H)-carboxamide FC1=CC=C(C=C1)C(C)NC(=O)N1CC2(C3=NC=CC=C31)CC2